5-(2-oxopiperidin-4-yl)-8-(piperidin-4-yloxy)isoquinoline-3-carboxylic acid O=C1NCCC(C1)C1=C2C=C(N=CC2=C(C=C1)OC1CCNCC1)C(=O)O